di-n-dodecyldimethoxysilane C(CCCCCCCCCCC)[Si](OC)(OC)CCCCCCCCCCCC